1-((7-(7-chloro-4-(5-azaspiro[3.4]octan-7-yl)-3,4-dihydro-2H-benzo[b][1,4]oxazin-5-yl)thieno[3,2-b]pyridin-2-yl)methyl)pyrrolidine-2,5-dione ClC=1C=C(C2=C(OCCN2C2CNC3(CCC3)C2)C1)C1=C2C(=NC=C1)C=C(S2)CN2C(CCC2=O)=O